ethyl 5-bromo-7-((cyclopropyl(methyl)amino)methyl)benzofuran-3-carboxylate BrC=1C=C(C2=C(C(=CO2)C(=O)OCC)C1)CN(C)C1CC1